(2-o-hydroxyphenyl)benzothiazole OC1=C(C=CC=C1)C=1SC2=C(N1)C=CC=C2